5-chloro-2-methyl-N-((1r,4r)-4-((3-(4-(methylamino)phenyl)-2-oxo-2,3-dihydro-1H-benzo[d]imidazol-1-yl)methyl)cyclohexyl)nicotinamide ClC=1C=NC(=C(C(=O)NC2CCC(CC2)CN2C(N(C3=C2C=CC=C3)C3=CC=C(C=C3)NC)=O)C1)C